BrC(C(=O)OC)C=1C=C(C=C2CCO[C@@H](C12)C)F methyl 2-bromo-2-((R)-6-fluoro-1-methylisochroman-8-yl)acetate